5-nitro-N-(6-(4-(tert-pentyl)phenyl)-1-(4-(trifluoromethoxy)phenyl)-1H-pyrazolo[3,4-d]pyrimidin-4-yl)thiophene-2-carboxamide [N+](=O)([O-])C1=CC=C(S1)C(=O)NC1=C2C(=NC(=N1)C1=CC=C(C=C1)C(C)(C)CC)N(N=C2)C2=CC=C(C=C2)OC(F)(F)F